BrC1=C(C=CC=C1)S(=O)(=O)N1[C@]2([C@H](C3=CC=CC=C13)O)OC(C=C2C2=CC=C(C=C2)Cl)=O (2S,3'S)-1'-((2-bromophenyl)sulfonyl)-3-(4-chlorophenyl)-3'-hydroxy-5H-spiro[furan-2,2'-indoline]-5-one